phenethyl gamma-hydroxypentanoate OC(CCC(=O)OCCC1=CC=CC=C1)C